4-bromo-2-chloro-pyrimidine BrC1=NC(=NC=C1)Cl